amino-2-(3,5-dimethyl-4-((2'-oxospiro[cyclobutane-1,3'-indolin]-5'-yl)oxy)phenyl)-1,2,4-triazine-3,5(2H,4H)-dione NN1C(N(N=CC1=O)C1=CC(=C(C(=C1)C)OC=1C=C2C3(C(NC2=CC1)=O)CCC3)C)=O